2-methoxy-N-(2-methoxyethyl)-N-(trifluoro-sulfanyl)ethanamine COCCN(S(F)(F)F)CCOC